1-(6-((4-(6-(1H-pyrazol-1-yl)-2-(trifluoromethyl)pyridin-3-yl)piperazin-1-yl)methyl)pyrimidin-4-yl)-3-ethylurea N1(N=CC=C1)C1=CC=C(C(=N1)C(F)(F)F)N1CCN(CC1)CC1=CC(=NC=N1)NC(=O)NCC